C(C1=CC=CC=C1)SC=1C=C(SC1)Cl 4-(benzylthio)-2-chlorothiophene